C1(=CC=CC=C1)N1CCN(CC1)C=1C=C2C(=CN(C2=CC1)[Si](C(C)C)(C(C)C)C(C)C)NC(CC)=O N-(5-(4-phenylpiperazin-1-yl)-1-(triisopropylsilyl)-1H-indol-3-yl)propionamide